2,3-diaminobutane-1,4-dithiol hydrochloride Cl.NC(CS)C(CS)N